C(C)C1=CC(=C(C=C1OC)CCN)OC 2-(4-ethyl-2,5-dimethoxyphenyl)ethylamine